ClC=1N(C(C=CC1C(=O)OCC)=O)C[C@H](C)NC=1C=NN(C(C1C(F)(F)F)=O)COCC[Si](C)(C)C ethyl (S)-2-chloro-6-oxo-1-(2-((6-oxo-5-(trifluoromethyl)-1-((2-(trimethylsilyl) ethoxy) methyl)-1,6-dihydropyridazin-4-yl) amino) propyl)-1,6-dihydropyridine-3-carboxylate